methyl 5-[1-(benzenesulfonyl)-1H-pyrrolo[2,3-b]pyridin-4-yl]-2-[4-(trifluoromethoxy) phenyl]-1-{[2-(trimethylsilyl) ethoxy] methyl}-1H-pyrrole-3-carboxylate C1(=CC=CC=C1)S(=O)(=O)N1C=CC=2C1=NC=CC2C2=CC(=C(N2COCC[Si](C)(C)C)C2=CC=C(C=C2)OC(F)(F)F)C(=O)OC